FC=1C=C(C=C(C1)F)[C@@H]1C[C@@H](C2=NN(C(N21)=O)C21CC(C2)(C1)C#N)F |o1:10| 3-[(5S)-5-(3,5-difluorophenyl)-7-(S or R)-fluoro-3-oxo-6,7-dihydro-3H-pyrrolo[2,1-c][1,2,4]triazol-2(5H)-yl]bicyclo[1.1.1]pentane-1-carbonitrile